(+)-[(1S,9R)-7-Oxa-3,4,11-triazatricyclo[7.3.0.02,6]dodeca-2(6),4-dien-11-yl]-[3-[4-[1-(trifluoromethyl)cyclopropyl]phenyl]azetidin-1-yl]methanone [C@@H]12C=3NN=CC3OC[C@H]2CN(C1)C(=O)N1CC(C1)C1=CC=C(C=C1)C1(CC1)C(F)(F)F